boc-butanediamine C(=O)(OC(C)(C)C)C(CCC)(N)N